aluminum di-n-butoxide (ethyl acetoacetate) C(C)CC(CC(=O)[O-])=O.[O-]CCCC.[O-]CCCC.[Al+3]